N-((2R,3S)-1-(2-methylpyrimidin-4-yl)-2-((((CIS)-4-phenylcyclohexyl)oxy)methyl)pyrrolidin-3-yl)methanesulfonamide CC1=NC=CC(=N1)N1[C@H]([C@H](CC1)NS(=O)(=O)C)CO[C@@H]1CC[C@@H](CC1)C1=CC=CC=C1